C1(CC1)C(NS(=O)C(C)(C)C)C12CC(C1)(C2)C2=CC=C(C=C2)F N-(cyclopropyl(3-(4-fluorophenyl)bicyclo[1.1.1]pentan-1-yl)methyl)-2-methylpropane-2-sulfinamide